C(C(C)C(=O)N=C=O)N=C=O propylenecarbonylisocyanate